CS(=O)(=O)OCC1=NC2=CC=CC(=C2C=N1)Cl (5-chloroquinazolin-2-yl)methyl methanesulfonate